[Te].[In] indium-tellurium